[Li].CC1=CC=CC2=CC=CC=C12 methylnaphthalene lithium salt